2,2'-(4-((6-bromopyridin-2-yl)methyl)-10-((hydroxy(methyl)phosphoryl)methyl)-1,4,7,10-tetraazacyclododecane-1,7-diyl)diacetic acid BrC1=CC=CC(=N1)CN1CCN(CCN(CCN(CC1)CC(=O)O)CP(=O)(C)O)CC(=O)O